ClC=1C=C(C=CC1C(F)(F)F)N1CN=CC2=C1CN=CC2 N-(3-Chloro-4-(trifluoromethyl)phenyl)-5,8-dihydropyrido[3,4-d]pyrimidine